4,4'-sulfonyldiphthalic dianhydride C1=CC2=C(C=C1S(=O)(=O)C3=CC4=C(C=C3)C(=O)OC4=O)C(=O)OC2=O